3-bromo-5-(pyrazin-2-ylamino)-1-((2-(trimethylsilyl)ethoxy)methyl)1H-pyrazole-4-carbonitrile BrC1=NN(C(=C1C#N)NC1=NC=CN=C1)COCC[Si](C)(C)C